NC1=C2C(=NC=N1)N(N=C2C#CC2=CC1=C(N(C=N1)C1CC1)C(=C2F)F)[C@@H]2CN(CC2)C(C=C)=O 1-[(3S)-3-{4-amino-3-[2-(1-cyclopropyl-6,7-difluoro-1,3-benzodiazol-5-yl)ethynyl]Pyrazolo[3,4-d]Pyrimidin-1-yl}pyrrolidin-1-yl]Prop-2-en-1-one